C(C)(C)(C)OC(=O)NC(C1CCN(CC1)\C(\NC(OC(C)(C)C)=O)=N/C(=O)OC(C)(C)C)C(N[C@@H]([C@H](CC)C)C(NC)=O)=O tert-butyl N-[(Z)-[4-({[(tert-butoxy)carbonyl]amino}({[(1S,2S)-2-methyl-1-(methylcarbamoyl)butyl]carbamoyl})methyl)piperidin-1-yl]({[(tert-butoxy)carbonyl]imino})methyl]carbamate